C1([C@@H](O)[C@H](O)[C@H](O)[C@@H](O1)C)C1(O)[C@H](O)[C@@H](O)[C@H](O[C@H]2[C@H](O)[C@@H](O)[C@@H](O)[C@H](O2)CO)[C@H](O1)CO fucosyl-lactose